N-(4-(2-(((S)-pyrrolidin-3-yl)oxy)pyrimidin-5-yl)phenyl)-N-((1r,4R)-4-(quinazolin-2-ylamino)cyclohexyl)acetamide N1C[C@H](CC1)OC1=NC=C(C=N1)C1=CC=C(C=C1)N(C(C)=O)C1CCC(CC1)NC1=NC2=CC=CC=C2C=N1